2-[5-ethyl-6-(piperidin-4-yl)pyrrolo[3,2-c]pyridazin-3-yl]phenol C(C)N1C(=CC=2N=NC(=CC21)C2=C(C=CC=C2)O)C2CCNCC2